4-((6-(3-cyanophenyl)-1-methyl-3-((4-(trifluoromethyl)phenyl)thio)-1H-indole-4-carboxamido)methyl)benzoic acid C(#N)C=1C=C(C=CC1)C=1C=C(C=2C(=CN(C2C1)C)SC1=CC=C(C=C1)C(F)(F)F)C(=O)NCC1=CC=C(C(=O)O)C=C1